C(C)(C)(C)C1=CC(=NO1)C(=O)N[C@H]1CCCCC2=C1C=CC(=C2)C2=C1C(=NC=C2)N=C(N1)C=1C(=NN(C1C)C)C 5-tert-butyl-N-[(5S)-2-[2-(1,3,5-trimethyl-1H-pyrazol-4-yl)-1H-imidazo[4,5-b]pyridin-7-yl]-6,7,8,9-tetrahydro-5H-benzo[7]annulen-5-yl]-1,2-oxazole-3-carboxamide